tert-butyl 4-[[4-(8-chloro-7-hydroxy-quinoxalin-2-yl)-5-methyl-pyrazol-1-yl]methyl]piperidine-1-carboxylate ClC=1C(=CC=C2N=CC(=NC12)C=1C=NN(C1C)CC1CCN(CC1)C(=O)OC(C)(C)C)O